2,6-di-tert-butyl-p-sec-butyl-(phenyl)phenol C(C)(C)(C)C1=C(C(=CC(=C1C1=CC=CC=C1)C(C)CC)C(C)(C)C)O